(2R,4R)-N-{3-[2-(4-chloro-3-fluorophenoxy)acetamido]bicyclo[1.1.1]pentan-1-yl}-6,7-difluoro-4-hydroxy-3,4-dihydro-2H-1-benzopyran-2-carboxamide ClC1=C(C=C(OCC(=O)NC23CC(C2)(C3)NC(=O)[C@@H]3OC2=C([C@@H](C3)O)C=C(C(=C2)F)F)C=C1)F